2-((1r,4r)-4-acetamidocyclohexylamino)-4-(phenylamino)pyrimidine-5-carboxamide C(C)(=O)NC1CCC(CC1)NC1=NC=C(C(=N1)NC1=CC=CC=C1)C(=O)N